6'-chloro-3,4'-difluoro-5-((3-(2-fluoropropan-2-yl)azetidin-1-yl)methyl)-2,3'-bipyridine ClC1=CC(=C(C=N1)C1=NC=C(C=C1F)CN1CC(C1)C(C)(C)F)F